CN(CCC1=CC(=NC=2NCCCC12)CCCCCO[C@H]1CN(CC1)C(C(=O)O)C1=C(C(=CC(=C1)C(C)C)F)OC)C 2-((R)-3-((5-(4-(2-(dimethylamino)ethyl)-5,6,7,8-tetrahydro-1,8-naphthyridin-2-yl)pentyl)oxy)pyrrolidin-1-yl)-2-(3-fluoro-5-isopropyl-2-methoxyphenyl)acetic acid